FC(C(C(=O)O)(C)C)(F)F 3,3,3-trifluoro-2,2-dimethylpropionic acid